(2-carbonylethyl)phosphonium hydrochloride Cl.C(=O)=CC[PH3+]